6-[[(2R,3R,4R,5R)-3-(3,4-Difluoro-2-methoxy-phenyl)-4,5-dimethyl-5-(trifluoromethyl)tetrahydrofuran-2-carbonyl]amino]pyridin-2-carboxamid FC=1C(=C(C=CC1F)[C@@H]1[C@@H](O[C@]([C@@H]1C)(C(F)(F)F)C)C(=O)NC1=CC=CC(=N1)C(=O)N)OC